ClC1=CC=C(S1)CNC1=CC(=NN1C(C1=C(C=CC=C1)OC)=O)C1(C(NCCC1)=O)C 3-(5-{[(5-Chlorothiophen-2-yl)methyl]amino}-1-(2-methoxybenzoyl)-1H-pyrazol-3-yl)-3-methylpiperidin-2-on